C(C)(C)C1=NOC(=C1)NC(OC1=CC=CC=C1)=O phenyl (3-isopropylisoxazol-5-yl)carbamate